N[C@H](C1CCN(CC1)C(=O)[C@H]1CC(NC1)=O)C1=C(C=C(C(=C1)Cl)Cl)O (4S)-4-[4-[(R)-amino(4,5-dichloro-2-hydroxyphenyl)methyl]piperidine-1-carbonyl]pyrrolidin-2-one